3,3-dimethylpentane CC(CC)(CC)C